2-(tributylstannyl)-5-(methylthio)pyridine C(CCC)[Sn](C1=NC=C(C=C1)SC)(CCCC)CCCC